CC=1N=C(SC1C(=O)OCCCCCC)NC(CCNC(C1=CC(=CC=C1)C1=NOC(=N1)C)=O)=O hexyl 4-methyl-2-(3-(3-(5-methyl-1,2,4-oxadiazol-3-yl)benzamido)propanamido)thiazole-5-carboxylate